tert-butyl (5-(1-(2,6-dioxopiperidin-3-yl)-3-methyl-2-oxo-2,3-dihydro-1H-benzo[d]imidazol-4-yl)pentyl)carbamate O=C1NC(CCC1N1C(N(C2=C1C=CC=C2CCCCCNC(OC(C)(C)C)=O)C)=O)=O